1-(3-fluoropyridin-2-yl)propan-1-one FC=1C(=NC=CC1)C(CC)=O